methyl-(1,5-dimethyl-3-phenyl-1H-pyrrol-2-yl)-2-oxoacetate COC(C(=O)C=1N(C(=CC1C1=CC=CC=C1)C)C)=O